C1(=CC=CC=C1)C1(CC1)NC(=O)C=1C=2C[C@@H]3[C@H](C2N(N1)C1=NC=C(C=C1)C)C3 (1aR,5aR)-2-(5-Methyl-pyridin-2-yl)-1a,2,5,5a-tetrahydro-1H-2,3-diaza-cyclopropa[a]pentalene-4-carboxylic acid (1-phenyl-cyclopropyl)-amide